BrC=1C=CC(=NC1)C(CC)OCC(=O)O 2-(1-(5-bromopyridin-2-yl)propoxy)acetic acid